NC1=C(C(N(C2=CC(=CC=C12)C(F)(F)F)C1=CC2=C(N=CN2)C=C1)=O)C(=O)OC methyl 4-amino-1-(3H-benzo[d]imidazol-5-yl)-2-oxo-7-(trifluoromethyl)-1,2-dihydroquinoline-3-carboxylate